3-bromo-5-(2,2,2-trifluoroethoxy)pyridine BrC=1C=NC=C(C1)OCC(F)(F)F